(R)-N-(4-(Piperidin-3-yl)-phenyl)-3-(trifluoromethyl)-benzamid N1C[C@H](CCC1)C1=CC=C(C=C1)NC(C1=CC(=CC=C1)C(F)(F)F)=O